bispalmitoylpropylamide C(CCCCCCCCCCCCCCC)(=O)C(CC[NH-])C(CCCCCCCCCCCCCCC)=O